(3Z)-6-(pentyloxymethoxy)-3-hexenyl-lithium C(CCCC)OCOCC\C=C/CC[Li]